C(#N)C=1C=C(OC2CCN(CC2)C2=C(C=C(N=N2)C(=O)N[C@H]2CCC=3C=CC=NC3C2)C)C=CC1 (S)-6-[4-(3-cyanophenoxy)piperidin-1-yl]-5-methyl-N-(5,6,7,8-tetrahydroquinolin-7-yl)pyridazine-3-carboxamide